CN1C2=C(CC[C@H](C1=O)NC(=O)C1=NC=CC(=C1)OC1=CC=CC=C1)C=CC(=C2)CN2CCN(CC2)C2=CC=NC=C2 |r| (+-)-N-(1-methyl-2-oxo-8-((4-(pyridin-4-yl)piperazin-1-yl)methyl)-2,3,4,5-tetrahydro-1H-benzo[b]azepin-3-yl)-4-phenoxypyridine-2-carboxamide